FC1=NC(=CC=C1[C@@H](CC1=NC(=NC(=N1)N[C@@H](CO)CC(C)C)CS(=O)(=O)N)C)OC (4-((R)-2-(2-fluoro-6-methoxypyridin-3-yl)propyl)-6-(((R)-1-hydroxy-4-methylpent-2-yl)amino)-1,3,5-triazin-2-yl)methanesulfonamide